OCC1C(C1C(=O)O)(C)C 3-hydroxymethyl-2,2-dimethylcyclopropyl-formic acid